C1(CC1)S(=O)(=O)NC=1SC=C(N1)C(C(=O)NC1=C(C=C(C=C1)C=1C=NC=C(C1)F)F)CC 2-(2-(cyclopropanesulfonamido)thiazol-4-yl)-N-(2-fluoro-4-(5-fluoropyridin-3-yl)phenyl)butanamide